2-(4-(Benzyloxy)-6-fluoro-1-(4-fluorophenyl)-1H-indol-2-yl)-2-methylpropan-1-ol C(C1=CC=CC=C1)OC1=C2C=C(N(C2=CC(=C1)F)C1=CC=C(C=C1)F)C(CO)(C)C